CC1=CC(=C(C=C1)O)\C=C(/CC)\[N+](=O)[O-] (E)-4-methyl-2-(2-nitro-1-buten-1-yl)phenol